7-METHYL-6-(4-METHYL-6-(4-(1-(4-(TRIFLUOROMETHYL)PHENYL)ETHYL)PIPERAZIN-1-YL)PYRIMIDIN-2-YL)IMIDAZO[1,2-A]PYRIDINE CC1=CC=2N(C=C1C1=NC(=CC(=N1)C)N1CCN(CC1)C(C)C1=CC=C(C=C1)C(F)(F)F)C=CN2